deoxypropynyluridine C(#CC)[C@@]1(C[C@H](O)[C@@H](CO)O1)N1C(=O)NC(=O)C=C1